N-(tert-butyl)-3-((5-methyl-2-((4-(4-(piperazin-1-yl)piperidin-1-yl)phenyl)amino)pyrimidin-4-yl)amino)benzenesulfonamide C(C)(C)(C)NS(=O)(=O)C1=CC(=CC=C1)NC1=NC(=NC=C1C)NC1=CC=C(C=C1)N1CCC(CC1)N1CCNCC1